(1R)-6-fluoro-7-(2-fluoro-6-hydroxyphenyl)-1-[4-methyl-2-(1-methylethyl)-3-pyridyl]-4-[(2S)-2-methyl-4-(1-oxo-2-propen-1-yl)-1-piperazinyl]-pyrido[2,3-D]pyrimidine FC1=CC2=C(N(CN=C2N2[C@H](CN(CC2)C(C=C)=O)C)C=2C(=NC=CC2C)C(C)C)N=C1C1=C(C=CC=C1O)F